(R)-1-(4-(((6-(2-Chloro-3-(3-chloro-2-(4-((3-hydroxypiperidin-1-yl)methyl)-3-methoxyphenyl)pyridin-4-yl)phenyl)-2-methoxypyridin-3-yl)methyl)amino)piperidin-1-yl)ethan-1-one ClC1=C(C=CC=C1C1=C(C(=NC=C1)C1=CC(=C(C=C1)CN1C[C@@H](CCC1)O)OC)Cl)C1=CC=C(C(=N1)OC)CNC1CCN(CC1)C(C)=O